4-(2-(2-amino-4-oxo-4,7-dihydro-1H-pyrrolo[2,3-d]pyrimidin-5-yl)ethyl)benzoic acid NC1=NC(C2=C(N1)NC=C2CCC2=CC=C(C(=O)O)C=C2)=O